ClC1=CSC2=C1NC(=C2)C(=O)N2[C@H]([C@H]1[C@@H](C2)CC(C1)(F)F)C(=O)N[C@H](C[C@H]1C(NCCC1)=O)C#N (1R,3aS,6aR)-2-(3-chloro-4H-thieno[3,2-b]pyrrole-5-carbonyl)-N-((R)-1-cyano-2-((S)-2-oxopiperidin-3-yl)ethyl)-5,5-difluorooctahydrocyclopenta[c]pyrrole-1-carboxamide